Nonafluorobutane-sulfonyl fluoride FC(C(C(S(=O)(=O)F)(F)F)(F)F)(C(F)(F)F)F